3-butene-1,4-diol C(CC=CO)O